CC1=NOC(=C1C=1C=C2C(=NC(=NC2=CC1)N1CC2=C(CC1)N(N=C2)C)N2[C@H](COCC2)C2=CC=CC=C2)C (S)-4-(6-(3,5-dimethylisoxazol-4-yl)-2-(1-methyl-1,4,6,7-tetrahydro-5H-pyrazolo[4,3-c]pyridin-5-yl)quinazolin-4-yl)-3-phenylmorpholine